BrC=1C=C(\C=N\C(C(=O)O)C(C)C)C=C(C1OC(\C=C\C1=CC=C(C=C1)Br)=O)OC 2-((E)-((E)-3-bromo-4-((E)-3-(4-bromophenyl)acryloyloxy)-5-methoxybenzylidene)amino)-3-methylbutanoic acid